N[C@@H](CCC(O)=O)C(=O)N[C@@H](CC1=CNC2=CC=CC=C12)C(=O)O α-glutamyl-tryptophan